2-(tetrahydropyran-4-yl)-ethyl propionate C(CC)(=O)OCCC1CCOCC1